COCC1=CC=CC=2N=C(OC21)C2=C1C=C(N=CC1=C(N=C2)NC)NC(=O)C2CC2 N-(5-(7-(methoxymethyl)benzo[d]oxazol-2-yl)-8-(methylamino)-2,7-naphthyridin-3-yl)cyclopropanecarboxamide